6-chloro-1-(4-fluoro-2-isopropylphenyl)-3-(6-methoxy-2-methylpyridin-3-yl)-2,3-dihydroquinazolin-4(1H)-one ClC=1C=C2C(N(CN(C2=CC1)C1=C(C=C(C=C1)F)C(C)C)C=1C(=NC(=CC1)OC)C)=O